1,3-di-2-ethylhexyl-imidazolium methyl-carbonate salt COC([O-])=O.CCC(CC(CCC)CC)C=1NC=C[NH+]1